1-(2-aminoquinolin-4-yl)-N-(5-cyano-6-(2H-1,2,3-triazol-2-yl)pyridin-3-yl)-5-(trifluoromethyl)-1H-pyrazole-4-carboxamide NC1=NC2=CC=CC=C2C(=C1)N1N=CC(=C1C(F)(F)F)C(=O)NC=1C=NC(=C(C1)C#N)N1N=CC=N1